OC(C)(C)C1=CC(=C(C=N1)C=1N=C2C(=NC1)NC(CN2CC2CCOCC2)=O)C 6-(6-(2-hydroxypropan-2-yl)-4-methylpyridin-3-yl)-4-((tetrahydro-2H-pyran-4-yl)methyl)-3,4-dihydropyrazino[2,3-b]pyrazin-2(1H)-one